N-Methyl-6-(3-nitrophenyl)-N-((tetrahydro-2H-pyran-4-yl)methyl)-7H-pyrrolo[2,3-d]pyrimidin-4-amine CN(C=1C2=C(N=CN1)NC(=C2)C2=CC(=CC=C2)[N+](=O)[O-])CC2CCOCC2